CCCCCCCCCCCCCCCC(=O)NCCOP(=O)([O-])OC[C@@H](COC(=O)CCCCCCC/C=C\\CCCCCCCC)OC(=O)CCCCCCC/C=C\\CCCCCCCC The molecule is an N-acylphosphatidylethanolamine(1-) in which the N-acyl group is specified as palmitoyl while the phosphatidyl acyl groups are both specified as oleoyl; major species at pH 7.3. It is a conjugate base of a N-palmitoyl-1,2-dioleoyl-sn-glycero-3-phosphoethanolamine.